C1(CC1)CNC(C1=NC=NN1C1=NC=CC=N1)C N-(cyclopropylmethyl)-α-methyl-1-(2-pyrimidinyl)-1H-1,2,4-Triazole-5-methanamine